3-[(4R)-3-(4-chlorophenyl)-4-phenyl-4,5-dihydro-1H-pyrazol-1-yl]-1-[(4-chlorophenyl)methyl]-4-methyl-4,5-dihydro-1H-1,2,4-triazol-5-one ClC1=CC=C(C=C1)C1=NN(C[C@H]1C1=CC=CC=C1)C1=NN(C(N1C)=O)CC1=CC=C(C=C1)Cl